[F-].[F-].C(C)[SiH](CC)[Zr+2]([SiH2]CCCC)[SiH2]CCCC diethylsilyl-bis(butylsilyl)zirconium difluoride